7-(N,N-diethylamino)coumarin C(C)N(CC)C1=CC=C2C=CC(OC2=C1)=O